C12N(CC(NC1)C2)C2=CC=C(C=N2)C=2OC(=NN2)C(F)(F)F 2-(6-(2,5-diazabicyclo[2.2.1]heptan-2-yl)pyridin-3-yl)-5-(trifluoromethyl)-1,3,4-oxadiazole